hexanediol hexadecanedioate C(CCCCCCCCCCCCCCC(=O)O)(=O)O.C(CCCCC)(O)O